methyl (1r,3r)-3-[2-(4-chloro-3-fluorophenoxy)acetamido]cyclobutane-1-carboxylate ClC1=C(C=C(OCC(=O)NC2CC(C2)C(=O)OC)C=C1)F